(1-cyclohexyl-1,6-dihydrodipyrrolo[2,3-b:2',3'-d]Pyridin-2-yl)phenol C1(CCCCC1)N1C(=CC=2C1=C1C(=NC2)NC=C1)C1=C(C=CC=C1)O